6-acetyl-8-cyclopentyl-5-methyl-2-chloro-8H-pyrido[2,3-d]pyrimidine-7-one C(C)(=O)C1=C(C2=C(N=C(N=C2)Cl)N(C1=O)C1CCCC1)C